CN1N=CC(=C1)S(=O)(=O)NC1=NC(=C(C(=N1)OC1=C(C=CC=C1)C)C)C1=C(C=CC=C1)C 1-methyl-N-[5-methyl-4-(2-methylphenoxy)-6-(o-tolyl)pyrimidin-2-yl]pyrazole-4-sulfonamide